2-chloro-5-((6-chloro-5-(4'-((4-(2-(2-hydroxyethoxy)ethyl)piperazin-1-yl)methyl)-[1,1'-biphenyl]-4-yl)-1H-imidazo[4,5-b]pyridin-2-yl)oxy)benzoic acid ClC1=C(C(=O)O)C=C(C=C1)OC=1NC=2C(=NC(=C(C2)Cl)C2=CC=C(C=C2)C2=CC=C(C=C2)CN2CCN(CC2)CCOCCO)N1